C(C)(C)(C)C1=C(C=CC(=C1)C(C)(C)C)OC(O)=O.NC1=C(C=CC=C1)C=1SC2=C(N1)C=CC=C2 2-(2'-aminophenyl)benzothiazole 2,4-di-tert-butyl-phenyl-carbonate